Mercurous oxide [Hg-]=O